4-Aminobenzoic acid NC1=CC=C(C(=O)O)C=C1